N1=CC(=CC=C1)[Zn] pyridin-3-ylzinc